tert-butyl 3-((4-bromophenoxy)methyl)azetidine-1-carboxylate BrC1=CC=C(OCC2CN(C2)C(=O)OC(C)(C)C)C=C1